FC1=CC=C(CS(=O)(=O)C=2C=C(C=C(C2)N2CCOCC2)C=2C=CC3=C(OCC(N3)=O)C2)C=C1 7-(3-((4-fluorobenzyl)sulfonyl)-5-morpholinophenyl)-2H-benzo[b][1,4]oxazin-3(4H)-one